C(C)C(COC(CCSC=1C(=C2C(=NNC2=CC1)I)Cl)=O)CCCC 3-((4-chloro-3-iodo-1H-indazol-5-yl)thio)propanoic acid 2-ethylhexyl ester